C1(CC1)C1=NC(=CC(=C1)C1=C(C=C(C#N)C=C1)C1=NN=CN1C)N1C(C2=CC(=CC(=C2C1)F)CNCC1COC1)=O 4-[2-cyclopropyl-6-(4-fluoro-6-{[(oxetan-3-ylmethyl)amino]methyl}-1-oxo-3H-isoindol-2-yl)pyridin-4-yl]-3-(4-methyl-1,2,4-triazol-3-yl)benzonitrile